C1(=CC=CC=C1)C=1C=C2C=C(C=NC2=NC1C1=CC=CC=C1)NC(=O)NC[C@@H](CC)O (R)-1-(6,7-diphenyl-1,8-naphthyridin-3-yl)-3-(2-hydroxybutyl)urea